OCCC1N(CCNC1)CS(=O)(=O)O hydroxyethylpiperazinemethanesulfonic acid